(R)-2-(N-[4-amino-5-(4-methoxybenzoyl)thiazol-2-yl]-3-chloro-4-fluoro-anilino)propanamide NC=1N=C(SC1C(C1=CC=C(C=C1)OC)=O)N(C1=CC(=C(C=C1)F)Cl)[C@@H](C(=O)N)C